tert-butyl (2R)-2-[(3,5-dichlorobenzoyl)amino]propanoate ClC=1C=C(C(=O)N[C@@H](C(=O)OC(C)(C)C)C)C=C(C1)Cl